FC1=C(C=CC(=C1)F)N1CCC2=C1N=C(N=C2NC)NC21CC(C2)(C1)N1C=NC(=C1)C 7-(2,4-difluorophenyl)-N4-methyl-N2-[3-(4-methylimidazol-1-yl)-1-bicyclo[1.1.1]pentanyl]-5,6-dihydropyrrolo[2,3-d]pyrimidine-2,4-diamine